ClC=1C=C(C=C(C1)Cl)C1=CC(=CC(=N1)OC=1C=NC(=NC1)N1CCN(CC1)C1CC(C1)C(=O)O)CN1CCC(CC1)COC(NC)=O 3-(4-(5-((6-(3,5-dichlorophenyl)-4-((4-(((methylcarbamoyl)oxy)methyl)piperidin-1-yl)methyl)pyridin-2-yl)oxy)pyrimidin-2-yl)piperazin-1-yl)cyclobutanecarboxylic acid